Dimethyl-di(octadecyl)ammonium bromide [Br-].C[N+](CCCCCCCCCCCCCCCCCC)(CCCCCCCCCCCCCCCCCC)C